S1C(=CC=C1)C=1C=C(C=C(C1)C=1SC=CC1)[C@@H](C)NC(C1=C(C=CC(=C1)NC1CCN(CC1)C)C)=O (R)-N-(1-(3,5-di(thiophen-2-yl)phenyl)ethyl)-2-methyl-5-((1-methylpiperidin-4-yl)amino)-benzamide